CC1(OB(OC1(C)C)C1=CC2=C3N(N=C2C=C1)CC(NC31CC1)=O)C 9'-(4,4,5,5-tetramethyl-1,3,2-dioxaborolan-2-yl)-2',4'-dihydrospiro[cyclopropane-1,1'-pyrazino[1,2-b]indazol]-3'-one